(R)-N-((1-(6-((5-(3,3-difluorocyclobutyl)-1H-pyrazol-3-yl)amino)-3-methylpyridin-2-carbonyl)-5,5-difluoropiperidin-2-yl)methyl)acetamide FC1(CC(C1)C1=CC(=NN1)NC1=CC=C(C(=N1)C(=O)N1[C@H](CCC(C1)(F)F)CNC(C)=O)C)F